4-((R)-2-azidobut-2-yl)-6-chloro-1-((1S,2R,3R)-2-methyl-3-(methylsulfonyl)cyclobutoxy)-2,7-naphthyridine N(=[N+]=[N-])[C@](C)(CC)C1=CN=C(C2=CN=C(C=C12)Cl)O[C@@H]1[C@H]([C@@H](C1)S(=O)(=O)C)C